The molecule is an N-acyllysophosphatidylethanolamine in which the N-acyl group is specified as stearoyl (octadecanoyl) while the phosphatidyl acyl group is specified as oleoyl (9Z-octadecenoyl) It derives from an oleic acid and an octadecanoic acid. It is a conjugate acid of a N-stearoyl-1-oleoyl-sn-glycero-3-phosphoethanolamine(1-). CCCCCCCCCCCCCCCCCC(=O)NCCOP(=O)(O)OC[C@@H](COC(=O)CCCCCCC/C=C\\CCCCCCCC)O